C(CCCCCCCCCCC)P(CCCCCCCCCCCC)CCCCCCCCCCCC tridodecylphosphine